N=1C=CN2C1C=NC(=C2)C=2C=CC(=C(C2)O)C2=CN=C(N=N2)N2CC(CC2)NC(C)C 5-(imidazo[1,2-a]pyrazin-6-yl)-2-(3-{3-[(propan-2-yl)amino]pyrrolidin-1-yl}-1,2,4-triazin-6-yl)phenol